ClC1=CC=C(C=C1)CCO 2-(4-chlorophenyl)ethan-1-ol